4-[1-(4-amino-3-methyl-1H-pyrazolo[3,4-d]pyrimidin-1-yl)ethyl]-6-chloro-2-[1-(cyclopropylsulfonyl)azetidin-3-yl]-3-ethoxybenzonitrile NC1=C2C(=NC=N1)N(N=C2C)C(C)C2=C(C(=C(C#N)C(=C2)Cl)C2CN(C2)S(=O)(=O)C2CC2)OCC